[Te].[Te].[Te].[Te].BrC1=CC(=C2C=C(N=CC2=C1N1[C@@H]([C@H](C1)CS(=O)(=O)C)C)Cl)C(C)C 7-bromo-3-chloro-5-isopropyl-8-((2R,3S)-2-methyl-3-((methylsulfonyl)methyl)azetidin-1-yl)isoquinoline tetra-tellurium